1-(1,4-dimethyl-3-cyclohexen-1-yl)ethanone CC1(CC=C(CC1)C)C(C)=O